C(C(C)C)(=O)OC=1C(=NC=CC1OC)C(N[C@@H](C)C=1OC(=NN1)C1=CC=C(C=C1)C(C)C)=O (S)-2-((1-(5-(4-isopropylphenyl)-1,3,4-oxadiazol-2-yl)ethyl)carbamoyl)-4-methoxypyridin-3-yl isobutyrate